IC1=C2C(=NC=C1)OCC2 4-iodo-2,3-dihydrofuro[2,3-b]pyridine